(1S,2R)-2-((S)-5H-imidazo[5,1-a]isoindol-5-yl)cyclohexan-1-ol C=1N=CN2C1C1=CC=CC=C1[C@@H]2[C@@H]2[C@H](CCCC2)O